3-[4-(1-methylpyrrol-3-yl)phenyl]-5-(trifluoromethyl)-4H-1,2-oxazol-5-ol CN1C=C(C=C1)C1=CC=C(C=C1)C1=NOC(C1)(O)C(F)(F)F